CC1=C(C=2N(C=C1C1=CC3=C(N(C(N3)=O)C3CCC(CC3)NCC)C=C1C(C)C)N=CN2)C 5-(7,8-Dimethyl-[1,2,4]triazolo[1,5-a]pyridin-6-yl)-1-((1S,4S)-4-(ethylamino)cyclohexyl)-6-isopropyl-1,3-dihydro-2H-benzo[d]imidazol-2-on